[6-[(Z)-2-(aminomethyl)-3-fluoro-allyloxy]-1-oxo-3,4-dihydroisoquinolin-2-yl]-N,N-dimethyl-acetamide hydrochloride Cl.NC/C(/COC=1C=C2CCN(C(C2=CC1)=O)CC(=O)N(C)C)=C/F